4-(4-fluorophenyl)-1-(quinolin-2-yl)piperidin-4-ol FC1=CC=C(C=C1)C1(CCN(CC1)C1=NC2=CC=CC=C2C=C1)O